CN(CCOC(C(=C)C)=O)C N,N-dimethyl-N-(2-methacryloyloxyethyl)amine